C(C)(C)(C)OC(=O)N1CC2(C1)[C@@H]([C@H](C2)[C@H]2N1C(C3=CC=CC=C23)=CN=C1)O (5R,6R)-5-hydroxy-6-((R)-5H-imidazo[5,1-a]isoindol-5-yl)-2-azaspiro[3.3]heptane-2-carboxylic acid tert-butyl ester